COC=1C=C(N)C=C(C1)C 3-methoxy-5-methylaniline